(6R)-4,5,6,7-tetrahydro-N6-propyl-2,6-benzothiazole-diamine dihydrochloride Cl.Cl.C(CC)N[C@H]1CC2=C(N=C(S2)N)CC1